C1(CC1)C=1N=NC2=C3C(=CC(=C2C1)S(NCC(C)(C)F)(=O)=O)C(CC3)NC(=S)NC=3N(N=C(C3)C)C 1-[3-cyclopropyl-5-[(2-fluoro-2-methylpropyl)sulfamoyl]-8,9-dihydro-7H-cyclopenta[H]cinnolin-7-yl]-3-(2,5-dimethylpyrazol-3-yl)thiourea